(E)-non-2-en-1-yl 2,5-dimethyl-10-(8-(((E)-non-2-en-1-yl)oxy)-8-oxooctyl)-9-oxo-8-oxa-2,5,10-triazaoctadecan-18-oate CN(C)CCN(CCOC(N(CCCCCCCC(=O)OC\C=C\CCCCCC)CCCCCCCC(=O)OC\C=C\CCCCCC)=O)C